6-(6-chloro-2,5-dimethyl-pyrimidin-4-yl)-N-(2-fluorophenyl)-7,8-dihydro-5H-1,6-naphthyridin-3-amine ClC1=C(C(=NC(=N1)C)N1CC=2C=C(C=NC2CC1)NC1=C(C=CC=C1)F)C